6-((4-(5-(dimethylamino)pyridin-3-yl)-1H-1,2,3-triazol-1-yl)methyl)-2-((4,4-dimethylpiperidin-1-yl)methyl)-1H-indole-1-carboxylic acid tert-butyl ester C(C)(C)(C)OC(=O)N1C(=CC2=CC=C(C=C12)CN1N=NC(=C1)C=1C=NC=C(C1)N(C)C)CN1CCC(CC1)(C)C